2-bromo-N-(4-bromobenzyl)acetamide C1=CC(=CC=C1CNC(=O)CBr)Br